3-(difluoromethyl)-5-{(3'R)-1'-[1-(1H-imidazol-2-yl)propyl]-6,7-dihydrospiro[pyrazolo[5,1-c][1,4]oxazine-4,3'-pyrrolidin]-2-yl}pyridin-2-amine FC(C=1C(=NC=C(C1)C1=NN2C(=C1)[C@@]1(CN(CC1)C(CC)C=1NC=CN1)OCC2)N)F